O[C@@H]1CNC[C@H]1N1CCN(CCN(CCN(CC1)CC(OC(C)(C)C)=O)CC(OC(C)(C)C)=O)CC(=O)OC(C)(C)C (2R,3R,4R)-3-Hydroxy-4-(4,7,10-tris(2-(tert-butoxy)-2-oxoethyl)-1,4,7,10-tetraazacyclododecan-1-yl)pyrrolidin